C(C1=CC=CC=C1)(=O)OC[C@@H]1O[C@H]([C@@H]([C@H]1OC(C1=CC=CC=C1)=O)OC(C1=CC=CC=C1)=O)N1C(NC(C(=C1)C)=O)=O [(2S,3S,4R,5R)-3,4-dibenzoyloxy-5-(5-methyl-2,4-dioxo-pyrimidin-1-yl)tetrahydrofuran-2-yl]methyl benzoate